ClC=1C=C2C=C(NC2=CC1OCC1=CC(=NO1)C)CNC([C@@H](CO)C)=O (R)-N-((5-chloro-6-((3-methylisoxazol-5-yl)methoxy)-1H-indol-2-yl)methyl)-3-hydroxy-2-methylpropanamide